(1R,2S)-2-Amino-2-(3-methyl-2-thienyl)cyclohexane-1-ol N[C@@]1([C@@H](CCCC1)O)C=1SC=CC1C